3,3'-dithiodipropionamide C(CCSSCCC(=O)N)(=O)N